N-(tert-butyl)-7-cyclohexyl-7H-benzo[d]pyrido[1',2':1,2]imidazo[4,5-f][1,3]diazepin-6-amine C(C)(C)(C)NC=1N(C2=C(C3=C(N1)C=CC=C3)N=C3N2C=CC=C3)C3CCCCC3